3-oxobutanamide O=C(CC(=O)N)C